ClC1=CC=C(C(=N1)C(=O)O)NC(C)C=1C=C(C=C2C(N(C(=NC12)N1CC2=CC=C(C=C2C1)F)C)=O)C 6-chloro-3-((1-(2-(5-fluoroisoindolin-2-yl)-3,6-dimethyl-4-oxo-3,4-dihydroquinazolin-8-yl)ethyl)amino)picolinic acid